O=C1NC(CCC1N1C(C2=CC=CC=C2C1=O)=O)=O (2-(2,6-dioxopiperidin-3-yl)-1H-isoindole-1,3(2H)-dione)